NC1CN(C1)C=1C=C(C(=O)NC=2N=CC3=CC=C(C=C3C2)C2=CN=CO2)C=CN1 2-(3-Aminoazetidin-1-yl)-N-(6-(oxazol-5-yl)isoquinolin-3-yl)Isonicotinamide